(E)-7-(3-(pyridin-3-yl)acrylamido)heptanoic acid N1=CC(=CC=C1)/C=C/C(=O)NCCCCCCC(=O)O